(3S)-3-(2-(3-(difluoromethyl)-5-(2-(dimethylamino)ethyl)-2-oxopyridin-1(2H)-yl)-4-methylpentanamido)-3-(4'-fluoro-2',6'-dimethyl-[1,1'-biphenyl]-3-yl)propanoic acid FC(C=1C(N(C=C(C1)CCN(C)C)C(C(=O)N[C@@H](CC(=O)O)C=1C=C(C=CC1)C1=C(C=C(C=C1C)F)C)CC(C)C)=O)F